2-((4-Oxo-3-phenethyl-3,4-dihydropyrido[3,2-d]pyrimidin-2-yl)thio)-N-(thiazol-2-yl)acetamide O=C1C2=C(N=C(N1CCC1=CC=CC=C1)SCC(=O)NC=1SC=CN1)C=CC=N2